ClC1=C(C(=CC(=C1)C(C(F)(F)F)(C(F)(F)F)F)Cl)NN 2,6-dichloro-4-(perfluoropropan-2-yl)phenylhydrazine